4-(2-((benzyloxy)methyl)-5-chloro-3H-imidazo[4,5-b]pyridin-7-yl)morpholine C(C1=CC=CC=C1)OCC1=NC=2C(=NC(=CC2N2CCOCC2)Cl)N1